COC1=CC=C(C=C1)C(CC(CCCC)=O)=O 1-(4-methoxyphenyl)-1,3-heptanedione